(2R,3R)-N-(2-amino-3-fluoro-4-((4-(trifluoromethyl)benzyl)amino)phenyl)-2,3-difluoroheptanamide NC1=C(C=CC(=C1F)NCC1=CC=C(C=C1)C(F)(F)F)NC([C@H]([C@@H](CCCC)F)F)=O